7-Bromo-1-methyl-1,2,3,4-tetrahydro-1,8-naphthyridin BrC1=CC=C2CCCN(C2=N1)C